1-(2-(ethylsulfinyl)phenyl)-3-(2,2,3,3,4,4,4-heptafluorobutoxy)-1H-pyrazole C(C)S(=O)C1=C(C=CC=C1)N1N=C(C=C1)OCC(C(C(F)(F)F)(F)F)(F)F